COC(C1=CC(=C(C=C1)OC1=C(C2=CC=CC=C2C=C1)C1=C(C=CC2=CC=CC=C12)OC1=C(C=C(C(=O)OC)C=C1)C1=CC2=CC=CC=C2C=C1)C1=CC2=CC=CC=C2C=C1)=O.C1(=C(C=CC2=CC=CC=C12)OC1=C(C=C(C(=O)O)C=C1)C1=CC2=CC=CC=C2C=C1)C1=C(C=CC2=CC=CC=C12)OC1=C(C=C(C(=O)O)C=C1)C1=CC2=CC=CC=C2C=C1 4,4'-[[1,1'-binaphthalene]-2,2'-diylbis(oxy)]bis[3-(naphthalen-2-yl)benzoic acid] dimethyl-4,4'-[[1,1'-binaphthalene]-2,2'-diylbis(oxy)]bis[3-(naphthalen-2-yl)benzoate]